3-(2-Chloroacetamido)-3-(hydroxymethyl)pyrrolidine-1-carboxylic acid tert-butyl ester C(C)(C)(C)OC(=O)N1CC(CC1)(CO)NC(CCl)=O